N-[3-(5-fluoro-4-methylpyridin-3-yl)-1-methyl-2-oxo-1,6-naphthyridin-7-yl]cyclopropanecarboxamide FC=1C(=C(C=NC1)C=1C(N(C2=CC(=NC=C2C1)NC(=O)C1CC1)C)=O)C